2-((1-(3,6-dimethyl-2-(4-(4-methylpiperazin-1-yl)phenyl)-4-oxo-4H-chromen-8-yl)ethyl)amino)benzoic acid CC1=C(OC2=C(C=C(C=C2C1=O)C)C(C)NC1=C(C(=O)O)C=CC=C1)C1=CC=C(C=C1)N1CCN(CC1)C